[Br-].C(C#C)N1C=[N+](C=C1)C 1-propargyl-3-methylimidazolium bromide salt